ethyl 6-cyclohexyl-2-[(2S,6R)-2-(1-cyclopropylpyrazol-4-yl)-6-methyl-morpholin-4-yl]-5-(1,3-dioxolan-2-yl)pyrimidine-4-carboxylate C1(CCCCC1)C1=C(C(=NC(=N1)N1C[C@@H](O[C@@H](C1)C)C=1C=NN(C1)C1CC1)C(=O)OCC)C1OCCO1